(E)-1-(5-bromo-4-isopropoxy-2-nitrophenyl)-N-(1-(fluoromethyl)-2-oxabicyclo[2.1.1]hexan-4-yl)methanimine BrC=1C(=CC(=C(C1)\C=N\C12COC(C1)(C2)CF)[N+](=O)[O-])OC(C)C